N1=C(C=CC=C1)C(C)(C1=NC=CC=C1)N1C=CC2=C(C=C(C=C12)C1=CN(C=2C(NC=CC21)=O)C)C(C)(C)O 3-(1-(1,1-di(pyridin-2-yl)ethyl)-4-(2-hydroxypropan-2-yl)-1H-indol-6-yl)-1-methyl-1H-pyrrolo[2,3-c]pyridin-7(6H)-one